(R)-3-(5-Methylthiazol-2-yl)-5-(morpholine-4-carbonyl)-N-(1-(2-(trifluoromethyl)pyrimidin-5-yl)ethyl)benzamide CC1=CN=C(S1)C=1C=C(C(=O)N[C@H](C)C=2C=NC(=NC2)C(F)(F)F)C=C(C1)C(=O)N1CCOCC1